OC1=C(C=CC(=C1)C(F)(F)F)C1=C2C(=C(N=N1)N[C@@H]1CC(N(C1)C(C)C)=O)C=NC=C2 (R)-4-((1-(2-hydroxy-4-(trifluoromethyl)phenyl)pyrido[3,4-d]pyridazin-4-yl)amino)-1-isopropylpyrrolidin-2-one